OC1(NC(C2=CC=CC=C12)=O)C1=C(C=CC=C1)C 3-hydroxy-3-(o-tolyl)isoindolin-1-one